(R)-5-(2-amino-[1,2,4]triazolo[1,5-a]pyridin-7-yl)-N-(1-(2-fluoro-5-(trifluoromethoxy)phenyl)ethyl)-2-(methoxy-d3)nicotinamide NC1=NN2C(C=C(C=C2)C=2C=NC(=C(C(=O)N[C@H](C)C3=C(C=CC(=C3)OC(F)(F)F)F)C2)OC([2H])([2H])[2H])=N1